N[C@H]1CS(C2=C(N(C1=O)CC1=CC=C(C=C1)Cl)C=C(C(=C2)F)C=2OC(=NN2)C(CN2CCS(CC2)(=O)=O)(C)C)(=O)=O (3R)-3-amino-5-[(4-chlorophenyl)methyl]-7-[5-[2-(1,1-dioxo-1,4-thiazinan-4-yl)-1,1-dimethyl-ethyl]-1,3,4-oxadiazol-2-yl]-8-fluoro-1,1-dioxo-2,3-dihydro-1lambda6,5-benzothiazepin-4-one